tert-butyl 4-(1-(4-((5-bromo-4-((4-(dimethylphosphoryl)quinolin-3-yl)amino)pyrimidin-2-yl)amino)-5-methoxy-2-(1-methyl-1H-pyrazol-4-yl)phenyl)piperidin-4-yl)piperazine-1-carboxylate BrC=1C(=NC(=NC1)NC1=CC(=C(C=C1OC)N1CCC(CC1)N1CCN(CC1)C(=O)OC(C)(C)C)C=1C=NN(C1)C)NC=1C=NC2=CC=CC=C2C1P(=O)(C)C